C(C)(C)(C)OC(CCC(=O)N[C@H](C(=O)O)C)=O (S)-2-(4-(t-butoxy)-4-oxobutanoylamino)propionic acid